CC1(OB(OC1(C)C)C1=CC=C(C=C1)C=1N(C(=CN1)C=1C=C(C(=O)OC)C=CN1)COCC[Si](C)(C)C)C methyl 2-(2-(4-(4,4,5,5-tetramethyl-1,3,2-dioxaborolan-2-yl)phenyl)-1-((2-(trimethylsilyl)ethoxy)methyl)-1H-imidazol-5-yl)isonicotinate